C(C)OC1=C(C(=O)O)C=C(C=C1)S(=O)(=O)N1CCN(CC1)C 2-ethoxy-5-((4-methylpiperazin-1-yl)sulfonyl)benzoic acid